2-(piperidin-4-yl)-1H-benzo[d]imidazole N1CCC(CC1)C1=NC2=C(N1)C=CC=C2